O=C1NC(CCC1N1C(C2=C(C1)C=C(S2)CNC(=O)NC2=CC(=CC=C2)N2CCCC2)=O)=O 1-((5-(2,6-dioxopiperidin-3-yl)-6-oxo-5,6-dihydro-4H-thieno[2,3-c]pyrrol-2-yl)methyl)-3-(3-(pyrrolidin-1-yl)phenyl)urea